BrC1=CC=C(OC(C(=O)OC)COC)C=C1 methyl 2-(4-bromophenoxy)-3-methoxypropionate